O.B(O)(O)O boric acid hydrate